BrC=1C=C(C=CC1)C=1CCCCC1 3'-bromo-2,3,4,5-tetrahydro-1,1'-biphenyl